ClC1=CC=C(C(=N1)C1=CC(=C(C=C1)OS(=O)(=O)C(F)(F)F)C=O)NC(C)C=1C=C(C=C2C(C(=C(OC12)N1CCC(CC1)(F)F)C)=O)C [4-[6-chloro-3-[1-[2-(4,4-difluoro-1-piperidyl)-3,6-dimethyl-4-oxo-chromen-8-yl]ethylamino]-2-pyridyl]-2-formyl-phenyl]trifluoromethanesulfonate